O=C1NC(CCC1N1C(N(C2=C1C=CC(=C2)N2CCC(CC2)C(=O)N2CCC(CC2)CN2CCCCC2)C)=O)=O 1-((1-(1-(1-(2,6-dioxopiperidin-3-yl)-3-methyl-2-oxo-2,3-dihydro-1H-benzo[d]imidazol-5-yl)piperidine-4-carbonyl)piperidin-4-yl)methyl)piperidin